Cl.ClC1=CC=C(C=N1)C(C)OC1=CC(=CC=2N1C(=CN2)C#N)C=2N=NN(C2C)C2CCNCC2 5-[1-(6-Chloro-3-pyridyl)ethoxy]-7-[5-methyl-1-(4-piperidyl)triazol-4-yl]imidazo[1,2-a]pyridine-3-carbonitrile HCl